N=1C=NN2C1C=CC(=C2)C=2C=CN1N=C(N=C(C12)OC)NC1CC(C1)(C)NC(=O)C1(CC1)C#N N-((1s,3s)-3-((5-([1,2,4]triazolo[1,5-a]pyridin-6-yl)-4-methoxypyrrolo[2,1-f][1,2,4]triazin-2-yl)amino)-1-methylcyclobutyl)-1-cyanocyclopropane-1-carboxamide